FC=1C=CC2=C(CCO2)C1CNC1=NC=CC=2N1C=NN2 N-((5-fluoro-2,3-dihydrobenzofuran-4-yl)methyl)-[1,2,4]triazolo[4,3-c]pyrimidin-5-amine